COC1=C(CN(S(=O)(=O)C2=NC=CC(=C2)NC(=O)C=2C(=NC3=CC=C(C=C3C2)C)N2CC(C(CC2)(F)F)C)CC2=C(C=C(C=C2)OC)OC)C=CC(=C1)OC N-(2-(N,N-bis(2,4-dimethoxybenzyl)sulfamoyl)pyridin-4-yl)-2-(4,4-difluoro-3-methylpiperidin-1-yl)-6-methylquinoline-3-carboxamide